BrC1=C2C(=C(NC2=C(C=C1)C#N)C)C 4-bromo-2,3-dimethyl-1H-indole-7-carbonitrile